S(=O)(=O)(O)CCC=1N=NC=CC1 (2-sulfoethyl)pyridazin